4-(1-(2-Fluoro-4-(1-methylpiperidin-4-yl)phenyl)-2-methyl-1H-imidazol-4-yl)-N-(1-(methylsulfonyl)piperidin-4-yl)-5-(trifluoromethyl)pyrimidin-2-amine FC1=C(C=CC(=C1)C1CCN(CC1)C)N1C(=NC(=C1)C1=NC(=NC=C1C(F)(F)F)NC1CCN(CC1)S(=O)(=O)C)C